Dimethyl 4,4-difluoroheptanedioate FC(CCC(=O)OC)(CCC(=O)OC)F